diethylamine ethylxanthate C(C)OC(=S)S.C(C)NCC